2-benzyl-2-(((2R,3S,4R,5R)-5-(2-chloro-6-((S)-2-(hydroxymethyl)-pyrrolidin-1-yl)-9H-purin-9-yl)-3-ethynyl-3,4-dihydroxytetrahydrofuran-2-yl)methoxy)malonic acid C(C1=CC=CC=C1)C(C(=O)O)(C(=O)O)OC[C@H]1O[C@H]([C@@H]([C@@]1(O)C#C)O)N1C2=NC(=NC(=C2N=C1)N1[C@@H](CCC1)CO)Cl